N-(5-chloro-2-(3-methylpiperazin-1-yl)pyrimidin-4-yl)-1H-indazol-5-amine ClC=1C(=NC(=NC1)N1CC(NCC1)C)NC=1C=C2C=NNC2=CC1